C[C@@]12C(CC[C@H]1[C@@H]1CCC=3CC4(OCCO4)CCC3C1=CC2)=O (8S,13S,14S)-13-methyl-1,4,6,7,8,12,13,14,15,16-decahydrospiro[cyclopenta[a]phenanthrene-3,2'-[1,3]dioxolan]-17(2H)-one